1-[1-(1-cyanocyclopropyl)ethyl]-N-ethyl-5-methyl-N-pyridazin-4-ylpyrazole-4-carboxamide C(#N)C1(CC1)C(C)N1N=CC(=C1C)C(=O)N(C1=CN=NC=C1)CC